FC1=CC=CC(=N1)C1CN(CC1)C(=O)C=1N=C(C2=C(N1)OC(=C2)C)NC2(CC2)C [3-(6-fluoropyridin-2-yl)pyrrolidine-1-carbonyl]-6-methyl-N-(1-methylcyclopropyl)furo[2,3-d]pyrimidin-4-amine